N1=C(NCC2=CC=CC=C12)SCC=1N2C(SC1)=NC1=C2C=C(C(=C1)OC)OC 3-(((3,4-dihydroquinazolin-2-yl)thio)methyl)-6,7-dimethoxybenzo[4,5]imidazo[2,1-b]thiazole